COC1=CC=C(C=C1)CN1CCN(CC1)CCS(=O)(=O)NCC1=NC=CC=C1 2-{4-[(4-methoxyphenyl)methyl]piperazin-1-yl}-N-(pyridin-2-ylmethyl)ethane-sulfonamide